NC1=C2C=CN=CC2=C(C=C1)OC=1N=C(SC1C1=NC(=NC=C1)N[C@@H]1CN(C[C@H](C1)F)C(=O)OC(C)(C)C)C tert-butyl (3S,5S)-3-[[4-[4-[(5-amino-8-isoquinolyl)oxy]-2-methyl-thiazol-5-yl]pyrimidin-2-yl]amino]-5-fluoro-piperidine-1-carboxylate